1-oxo-5,6,7,8-tetrahydro-5,8-methano-1lambda5-Quinoline O=N1=CC=CC=2C3CCC(C12)C3